NC1=C2C(=NC=N1)N(N=C2C2=CC=C(C=C2)OC2=CC=CC=C2)C2CCC(CC2)NC(C=C)=O N-((1r,4r)-4-(4-amino-3-(4-phenoxyphenyl)-1H-pyrazolo[3,4-d]pyrimidin-1-yl)cyclohexyl)acrylamide